C(C)OC(=O)C1(CC1)C(COCC1=CC=CC=C1)N 1-(1-amino-2-(benzyloxy)ethyl)cyclopropane-1-carboxylic acid ethyl ester